8-methoxy-6-(4,4,5,5-tetramethyl-1,3,2-dioxaborolan-2-yl)imidazo[1,2-a]pyridine COC=1C=2N(C=C(C1)B1OC(C(O1)(C)C)(C)C)C=CN2